Ethyl 2-(1-benzyl-2,2-dioxido-3,4-dihydro-1H-benzo[c][1,2]thiazin-4-yl)acetate C(C1=CC=CC=C1)N1S(CC(C2=C1C=CC=C2)CC(=O)OCC)(=O)=O